5-Methoxy-1-phenyl-3-(prop-1-en-2-yl)-1H-benzo[g]indazole COC=1C=C2C(=NN(C2=C2C1C=CC=C2)C2=CC=CC=C2)C(=C)C